4-Phenyl-4,5-Dihydro-1H-Pyrazole C1(=CC=CC=C1)C1C=NNC1